2-(6-(2,5-dioxo-2,5-dihydro-1H-pyrrol-1-yl)hexanamido)succinimide O=C1N(C(C=C1)=O)CCCCCC(=O)NC1C(=O)NC(C1)=O